Hexyl β-D-glucopyranoside O([C@H]1[C@H](O)[C@@H](O)[C@H](O)[C@H](O1)CO)CCCCCC